N-(4-fluoro-5-(((2S,4R)-2-methyl-4-((6-(oxetan-3-yloxy)pyrimidin-4-yl)oxy)pyrrolidin-1-yl)methyl)thiazol-2-yl)acetamide FC=1N=C(SC1CN1[C@H](C[C@H](C1)OC1=NC=NC(=C1)OC1COC1)C)NC(C)=O